4-(4-(difluoromethoxy)phenyl)-6-(1-(methyl-d3)-1H-benzo[d]imidazol-6-yl)-2-propaneOxythiazolo[4,5-b]pyridin-5(4H)-one FC(OC1=CC=C(C=C1)N1C2=C(C=C(C1=O)C=1C=CC3=C(N(C=N3)C([2H])([2H])[2H])C1)SC(=N2)OCCC)F